FC1=C(C=CC=C1)[C@@H](C)C1=CC=CC2=C1NC(=NS2(=O)=O)NCC2=NC=CC=C2F (S)-5-(1-(2-fluorophenyl)ethyl)-3-(((3-fluoropyridin-2-yl)methyl)amino)-4H-benzo[e][1,2,4]-thiadiazine 1,1-dioxide